O1[13CH2]OCC1 1,3-dioxolane-13C